N-(2-Amino-4-((4-nitrobenzyl)amino)phenyl)decanamid NC1=C(C=CC(=C1)NCC1=CC=C(C=C1)[N+](=O)[O-])NC(CCCCCCCCC)=O